IC=1C=NC(=NC1)N1CC2(CCN2CC2CCN(CC2)C(=O)OC(C)(C)C)C1 tert-butyl 4-[[6-(5-iodopyrimidin-2-yl)-1,6-diazaspiro[3.3]heptan-1-yl]methyl]piperidine-1-carboxylate